FC1=C(C=CC=C1)N1CC2=C(CCC1=O)C(=NC(=N2)OC[C@H]2N(CCC2)C)N2C[C@@H](NCC2)CC#N 2-((S)-4-(8-(2-fluorophenyl)-2-(((S)-1-methylpyrrolidin-2-yl)methoxy)-7-oxo-6,7,8,9-tetrahydro-5H-pyrimido[4,5-c]azepin-4-yl)piperazin-2-yl)acetonitrile